ClC1=CC(=C(C=C2OC3=C(C2=O)C=CC(=C3)O)C=C1)C(F)(F)F 2-(4-chloro-2-trifluoromethyl-benzylidene)-6-hydroxybenzofuran-3(2H)-one